1-(2-ethyl-6-methylphenyl)-6-fluoro-7-(2-Fluoro-6-hydroxyphenyl)-4-(piperazin-1-yl)quinolin-2(1H)-one 2,2,2-trifluoroacetate FC(C(=O)O)(F)F.C(C)C1=C(C(=CC=C1)C)N1C(C=C(C2=CC(=C(C=C12)C1=C(C=CC=C1O)F)F)N1CCNCC1)=O